N1=NC=NC1=O 1,2,4-triazol-5-one